C(=O)NC(=O)C1OC(OCC1(C)C)(C)C N-formyl-2,2,5,5-tetramethyl-1,3-dioxane-4-carboxamide